C1(CCC1)N1N=CC=2C1=NC=C(N2)C(=O)OC methyl 1-cyclobutyl-1H-pyrazolo[3,4-b]pyrazine-5-carboxylate